BrC1=CC2=CN(N=C2C=C1N1CCCCC1)C1CCC(CC1)CO [4-[5-Bromo-6-(1-piperidyl)indazol-2-yl]cyclohexyl]methanol